C1(=CC=C(C=C1)NC(C(F)(F)C=1N=C(SC1)NS(=O)(=O)C1CC1)=O)C1=CC=CC=C1 N-([1,1'-biphenyl]-4-yl)-2-(2-(cyclopropanesulfonylamino)thiazol-4-yl)-2,2-difluoroacetamide